ON=C(N)C1COC1 N'-hydroxyoxetane-3-carboxamidine